Allyl (1R,5S)-8-(2'-(((S)-pyrrolidin-2-yl)methoxy)-3,4,5',8'-tetrahydro-2H,6'H-spiro[naphthalene-1,7'-quinazolin]-4'-yl)-3,8-diazabicyclo[3.2.1]octane-3-carboxylate N1[C@@H](CCC1)COC1=NC=2CC3(CCC2C(=N1)N1[C@H]2CN(C[C@@H]1CC2)C(=O)OCC=C)CCCC2=CC=CC=C23